N-((4-(1,2-dihydroxyethyl)-1-(4-(pentafluoro-λ6-sulfaneyl)phenyl)-1H-indazol-3-yl)methyl)acrylamide OC(CO)C1=C2C(=NN(C2=CC=C1)C1=CC=C(C=C1)S(F)(F)(F)(F)F)CNC(C=C)=O